C1([C@H](O)[C@@H](O)[C@H](O)[C@H](O1)C(=O)O)C(=O)[C@H](O)[C@@H](O)[C@H](O)[C@H](O)C(=O)O d-glucopyranosyluronic acid(d-glucuronic acid)